COC=1C(=NC=CC1)C1=CC=NC=C1 methoxy-[2,4'-bipyridine]